FC(F)(F)SC1=CC(=NC=N1)N 6-(trifluoromethylsulfanyl)pyrimidin-4-amine